OC=1C(C=CN2NC=NC(C21)=O)=O 5-hydroxy-4,6-dihydro-1H-pyrido[2,1-f][1,2,4]triazine-4,6-dione